C1(CC1)CC1=CC(=NC=N1)N 6-(cyclopropylmethyl)pyrimidin-4-amine